C(C)(C)(C)C(C1=CC=C(C=C1)O)S(=O)(=O)[O-] tert-butyl-4-hydroxybenzylsulfonate